N-(5-(1,1,1-trifluoro-2-methylpropan-2-yl)isoxazol-3-yl)indolin-6-carboxamid FC(C(C)(C)C1=CC(=NO1)NC(=O)C1=CC=C2CCNC2=C1)(F)F